2-amino-4-(butylamino)-6-((1,2,3,4-tetrahydroisoquinolin-6-yl)methyl)pyrimido[4,5-d]pyridazin-5(6H)-one NC=1N=C(C2=C(C=NN(C2=O)CC=2C=C3CCNCC3=CC2)N1)NCCCC